Cl.C(C)OC(CS(=O)(=O)C)=N 2-(methyl-sulfonyl)-ethanimidic acid ethyl ester hydrochloride